TMS(Trimethylsilanol) [Si](C)(C)(C)O[Si](C)(C)C